CN1C(N(C(C1=CC1=CC=C(C=C1)N1CCN(CC1)C)=O)C1=CC=C(C=C1)C)=[Se] 1-methyl-5-(4-(4-methylpiperazin-1-yl)benzylidene)-2-selenoxo-3-(4-tolyl)-imidazolidin-4-one